hexaethylene glycol perfluorohexyl ether FC(C(C(C(C(C(F)(F)F)(F)F)(F)F)(F)F)(F)F)(F)OCCOCCOCCOCCOCCOCCO